C(C1=CC=CC=C1)(C1=CC=CC=C1)OC(=O)[C@@H]1N2C(C[C@H]2S[C@@]1(C)CN1N=NC=C1)=O (2S,3S,5R)-3-((1H-1,2,3-triazole-1-yl)methyl)-3-methyl-7-oxo-4-thia-1-azabicyclo[3.2.0]heptane-2-carboxylic acid benzhydryl ester